BrC(C(=O)OCC)(CC)C ethyl 2-bromo-2-methyl-butanoate